F[C@@H]1C[C@H](CN(C1)C=1C=CC=2N=CN=C(C2N1)NC1=C(C(=C(C=C1)OC1=CC2=C(N(N=N2)C)C=C1)C)F)NC(C=C)=O N-((3R,5R)-5-fluoro-1-(4-((2-fluoro-3-methyl-4-((1-methyl-1H-benzo[d][1,2,3]triazol-5-yl)oxy)phenyl)amino)pyrido[3,2-d]pyrimidin-6-yl)piperidin-3-yl)acrylamide